ethyloctane C(C)CCCCCCCC